FC(C(C(C(C(C(C(C(C(C(C(C(F)(F)F)(F)F)(F)F)(F)F)(F)F)(F)F)(F)F)(F)F)(F)F)(F)F)(F)F)(S)F Perfluorododecanthiol